7,8,3'-trihydroxyflavone OC1=CC=C2C(C=C(OC2=C1O)C1=CC(=CC=C1)O)=O